BrC1=C(C2=C(N=CN=C2N)N1C)C1CCNCC1 6-Bromo-7-methyl-5-(piperidin-4-yl)-7H-pyrrolo[2,3-d]pyrimidin-4-amine